(R)-6-ethyl-6,7,8,9-tetrahydro-1H-[1,4]oxazepino[7,6-f]indazole C(C)[C@H]1OC=2C=C3C=NNC3=CC2CNC1